5-[6-chloro-3-[1-(2-cyclopropyl-3,6-dimethyl-4-oxo-chromen-8-yl)ethylamino]-2-pyridyl]-2-hydroxy-benzaldehyde ClC1=CC=C(C(=N1)C=1C=CC(=C(C=O)C1)O)NC(C)C=1C=C(C=C2C(C(=C(OC12)C1CC1)C)=O)C